FC1(C2=CC=CC=C2C=2C=C(C=CC12)C(=O)NCC(=O)N1[C@@H](C[C@@H](C1)C1=NC=CC=C1)CO)F 9,9-difluoro-N-(2-((2S,4S)-2-(hydroxymethyl)-4-(pyridin-2-yl)pyrrolidin-1-yl)-2-oxoethyl)-9H-fluorene-3-carboxamide